C1(=CC=CC=C1)C=1C(=CC(=CC1)C1=NC(=NC(=C1)C1=C(C=CC=C1)Cl)C1=CC=CC=C1)C1=CC=CC=C1 4-([1,1':2',1''-terphenyl]-4'-yl)-6-(2-chlorophenyl)-2-phenylpyrimidine